COS(=O)(=O)N1CCNCC1 4-(methylsulfo)piperazine